ClC1=NC=CC(=N1)N(CCO)C 2-((2-chloropyrimidin-4-yl)(methyl)amino)ethan-1-ol